FC1=C2C=C3N(C=4C=CC=CC4N=C3C3=CC=CC=C3)C2=CC=C1 8-fluoro-6-phenylindolo[1,2-a]quinoxaline